C1(=CC=C(C=C1)C1=CC=C(C=C1)O)O.[Na] Sodium 4,4'-biphenol